2-(3-(sulfamoyloxy)prop-1-yn-1-yl)benzoic acid methyl ester COC(C1=C(C=CC=C1)C#CCOS(N)(=O)=O)=O